BrC1=C(C=C(C=C1)OCOC)I 1-bromo-2-iodo-4-(methoxymethoxy)benzene